F[C@@H]1C[C@H](N(C1)C(CC=1OC=CN1)=O)C(=O)N[C@@H](C1=CC=NN1)C1=NC(=C(C=C1)C(C)C)F |o1:17| (2S,4R)-4-fluoro-N-[(S) or (R)-[6-fluoro-5-(propan-2-yl)pyridin-2-yl](1H-pyrazol-5-yl)methyl]-1-[2-(1,3-oxazol-2-yl)acetyl]pyrrolidine-2-carboxamide